(1-((2R,3S,4S,5R)-3,4-dihydroxy-5-(hydroxymethyl)tetrahydrofuran-2-yl)-2-oxo-1,2-dihydropyrimidin-4-yl)-L-asparagine O[C@@H]1[C@@H](O[C@@H]([C@H]1O)CO)N1C(N=C(C=C1)N[C@@H](CC(N)=O)C(=O)O)=O